4-{(3S,5aR,6R,7R,8aS)-7-hydroxy-6-[(1E,3R)-3-hydroxy-4-(2-methylphenoxy)-1-buten-1-yl]octahydro-2H-cyclopenta[b]oxepin-3-yl}butanoic acid O[C@H]1[C@@H]([C@@H]2[C@@H](OC[C@H](CC2)CCCC(=O)O)C1)\C=C\[C@H](COC1=C(C=CC=C1)C)O